C(=CC)N1C(N(C(N(C1=O)C=CC)=O)C=CC)=O tripropenyl-isocyanuric acid